tert-Butyl 4-[[5-[(1-methyl-4-piperidyl)oxy]-2-nitro-3-pyridyl]amino]piperidine-1-carboxylate CN1CCC(CC1)OC=1C=C(C(=NC1)[N+](=O)[O-])NC1CCN(CC1)C(=O)OC(C)(C)C